N1=C(C=CC=C1)C1=CC=C(CNC2=CC(=NC=3N2N=CC3C#N)N[C@@H]3CNCC3)C=C1 (S)-7-((4-(pyridin-2-yl)benzyl)amino)-5-(pyrrolidin-3-ylamino)pyrazolo[1,5-a]pyrimidine-3-carbonitrile